FC(OC=1C(=C(C=C(C1)CC(C)C)N1C[C@@H](N(CC1)CC=1SC(=NN1)C)C)C1=NNN=N1)F (2S)-4-(3-((difluoromethyl)oxy)-2-(3H-1,2,3,4-tetrazol-5-yl)-5-isobutylphenyl)-2-methyl-1-((5-methyl-1,3,4-thiadiazol-2-yl)methyl)piperazine